1-(4-((6-amino-5-cyanopyrimidin-4-yl)oxy)-2-fluorophenyl)-3-(1-(4-methoxyphenyl)-3-(1-(trifluoromethyl)cyclobutyl)-1H-pyrazol-5-yl)urea NC1=C(C(=NC=N1)OC1=CC(=C(C=C1)NC(=O)NC1=CC(=NN1C1=CC=C(C=C1)OC)C1(CCC1)C(F)(F)F)F)C#N